2-(piperidin-2-yl)-1-ethanol N1C(CCCC1)CCO